ammonium stearamide C(CCCCCCCCCCCCCCCCC)(=O)N.[NH4+]